Cl.NC1=C(C=NC=C1)B(O)O (4-AMINO-3-PYRIDINYL)-BORONIC ACID HYDROCHLORIDE